C(=O)C1=C(OCC#CC=2C=C(C#N)C=CC2)C=CC=C1 3-(3-(2-formylphenoxy)prop-1-yn-1-yl)benzonitrile